4-{3-[1-(5-ethylpyrimidin-2-yl)piperidin-4-yl]pyrazolo[1,5-a]pyridin-6-yl}morpholine C(C)C=1C=NC(=NC1)N1CCC(CC1)C=1C=NN2C1C=CC(=C2)N2CCOCC2